ClC1=CC=C2NC=C(C[C@H](N)C(=O)O)C2=C1 5-chlorotryptophan